The molecule is the conjugate base of vitexin 2''-O-alpha-L-rhamnoside arising from deprotonation of the OH group at position 7 on the chromene. It is a conjugate base of a vitexin 2''-O-alpha-L-rhamnoside. C[C@H]1[C@@H]([C@H]([C@H]([C@@H](O1)O[C@@H]2[C@H]([C@@H]([C@H](O[C@H]2C3=C(C=C(C4=C3OC(=CC4=O)C5=CC=C(C=C5)O)O)[O-])CO)O)O)O)O)O